COC=1C=C2C(=CC=NC2=CC1OC)OC1=CC(=C(C=C1F)NC(=O)C1(CC1)C(=O)NC1=CC=C(C=C1)F)C N-(4-{[6,7-bis(methyloxy)quinolin-4-yl]oxy}-5-fluoro-2-methylphenyl)-N'-(4-fluorophenyl)cyclopropane-1,1-dicarboxamide